C(CC)C=1NC=2N(C(C1)=O)N=C(N2)NCC2=CC=C(C=C2)OCC(F)(F)F 5-propyl-2-[[4-(2,2,2-trifluoroethoxy)phenyl]methylamino]-4H-[1,2,4]triazolo[1,5-a]pyrimidin-7-one